FC1=CC=C(C=C1)C=1N=C2C(=NC1C1=CC=C(C=C1)F)N=CC=C2 2,3-Bis(4-fluorophenyl)pyrido[2,3-b]pyrazine